phenyl-iodanyl acetate C(C)(=O)O[IH]C1=CC=CC=C1